ethyl 7-chloro-5-methyl-4-oxo-1-(1,2,4-thiadiazol-5-yl)-1,4-dihydro-1,8-naphthyridine-3-carboxylate ClC1=CC(=C2C(C(=CN(C2=N1)C1=NC=NS1)C(=O)OCC)=O)C